COC(=O)[C@H]1[C@@H](C1)C(NC=1C=C2C(=CN1)N(C(=C2)C=2C(=NC=CC2OC)OC)C)=O trans-methyl-2-((2-(2,4-dimethoxypyridin-3-yl)-1-methyl-1H-pyrrolo[2,3-c]pyridin-5-yl)carbamoyl)cyclopropane-1-carboxylate